(2S,4R)-1-(2-aminoacetyl)-4-(2-benzyloxyethoxy)pyrrolidine-2-carboxylic acid methyl ester COC(=O)[C@H]1N(C[C@@H](C1)OCCOCC1=CC=CC=C1)C(CN)=O